CC=1C(=NC=CC1)CN1CCN(CC1)C1=NC=2N(C=C1)N=C(C2C#N)C2=CN=CO2 5-[4-[(3-Methyl-2-pyridyl)methyl]piperazin-1-yl]-2-oxazol-5-yl-pyrazolo[1,5-a]pyrimidine-3-carbonitrile